FC1=C(C=C(C(=C1)C(F)(F)F)C1=NC=C(C=N1)F)NC(=O)N1[C@H]2C[C@@H](C[C@@]1(C2)C=2OC(=NN2)C)C(F)(F)F (1R,3S,5S)-N-(2-fluoro-5-(5-fluoropyrimidin-2-yl)-4-(trifluoromethyl)phenyl)-1-(5-methyl-1,3,4-oxadiazol-2-yl)-3-(trifluoromethyl)-6-azabicyclo[3.1.1]heptane-6-carboxamide